tert-Butyl 4-(4-((1-(2,6-Dioxopiperidin-3-yl)-2-oxo-1,2-dihydropyrrolo[4,3,2-ij]isoquinolin-6-yl)methyl)-1H-pyrazol-1-yl)piperidine-1-carboxylate O=C1NC(CCC1N1C(C=2C=CC=C3C(=CN=C1C23)CC=2C=NN(C2)C2CCN(CC2)C(=O)OC(C)(C)C)=O)=O